OC1=C(C(=O)O)C=C(C=C1)\N=N\C1=C(C=CC=C1)C1=NC(=NC=C1)NC1=CC(=CC=C1)C(F)(F)F (E)-2-hydroxy-5-((2-(2-((3-(trifluoromethyl)phenyl)amino)pyrimidin-4-yl)phenyl)diazenyl)benzoic acid